7-Bromo-1-tetrahydropyran-2-yl-pyrazolo[4,3-c]pyridine BrC=1C2=C(C=NC1)C=NN2C2OCCCC2